NC1=CC=C(C=2CCCC(C12)=O)NC(CNC([C@H](CC1=CC=CC=C1)NC(CNC(CNC(OC(C)(C)C)=O)=O)=O)=O)=O tert-butyl (S)-(2-((2-((1-((2-((4-amino-5-oxo-5,6,7,8-tetrahydronaphthalen-1-yl)amino)-2-oxoethyl)amino)-1-oxo-3-phenylpropan-2-yl)amino)-2-oxoethyl)amino)-2-oxoethyl)carbamate